6-chloro-1-methyl-4-[4-(5-methyl-1,3-benzoxazol-2-yl)piperidin-1-yl]-2-oxo-7-[(oxolane-3-yl)oxy]-1,2-dihydroquinoline-3-carboxamide ClC=1C=C2C(=C(C(N(C2=CC1OC1COCC1)C)=O)C(=O)N)N1CCC(CC1)C=1OC2=C(N1)C=C(C=C2)C